4-oxo-N-{[6-({[(1R,2R)-2-(trifluoromethyl)cyclopropyl]amino}methyl)imidazo[1,2-a]pyridin-2-yl]methyl}-4H-pyrido[1,2-a]pyrimidine-2-carboxamide O=C1C=C(N=C2N1C=CC=C2)C(=O)NCC=2N=C1N(C=C(C=C1)CN[C@H]1[C@@H](C1)C(F)(F)F)C2